(R)-2-(5-(2-(2,5-difluorophenyl)pyrrolidin-1-yl)pyrazolo[1,5-a]pyrimidin-3-yl)-5-methoxy-1H-benzo[d]imidazole-6-carbonitrile FC1=C(C=C(C=C1)F)[C@@H]1N(CCC1)C1=NC=2N(C=C1)N=CC2C2=NC1=C(N2)C=C(C(=C1)OC)C#N